C(C1=CC=CC=C1)N1C([C@@]2(CCC1)CC1=CC=C(C=C1C2)C(=O)OC)=O Methyl (S)-1'-benzyl-2'-oxo-1,3-dihydrospiro[indene-2,3'-piperidine]-5-carboxylate